CC(C)(CC(C)C)O 2,4-dimethylpentan-2-ol